[2-(2-cyclopropoxyphenyl)ethynyl]trimethylsilane C1(CC1)OC1=C(C=CC=C1)C#C[Si](C)(C)C